tert-butyl (R)-3-((2,3-dimethylthieno[3,2-c]pyridin-4-yl)amino)piperidine-1-carboxylate CC1=C(C=2C(=NC=CC2S1)N[C@H]1CN(CCC1)C(=O)OC(C)(C)C)C